OC1CNCC(C1)O 3,5-dihydroxypiperidine